4-(4-fluorophenyl)thiazol-2-amine FC1=CC=C(C=C1)C=1N=C(SC1)N